COC(=O)C=1C(=C2C=NN(C2=CC1)C1=CC(=CC=C1)F)F.OC1=CC=C(C=C1)C1=CC=CC=C1 para-hydroxybiphenyl methyl-4-fluoro-1-(3-fluorophenyl)-1H-indazole-5-carboxylate